1-(2-cyclobutylethyl)guanidine tert-Butyl-8-(N-hydroxycarbamimidoyl)-3,8-diazabicyclo[3.2.1]octane-3-carboxylate C(C)(C)(C)C12CN(CC(CC1)N2C(NO)=N)C(=O)O.C2(CCC2)CCNC(=N)N